(Z)-3-((1H-imidazol-2-yl)methylene)-5-(2,3-dihydro-1H-pyrido[2,3-b][1,4]oxazin-7-yl)indolin-2-one N1C(=NC=C1)\C=C\1/C(NC2=CC=C(C=C12)C1=CC2=C(OCCN2)N=C1)=O